(5-hydroxypentyloxy)pyridine-2-carbonitrile OCCCCCOC=1C(=NC=CC1)C#N